tert-Butyl (3S)-3-(4-chloro-3-{[(2S,3R)-2-(4-chlorophenyl)-4,4,4-trifluoro-3-methylbutanoyl]amino}phenyl)-3-cyclopropylpropanoate ClC1=C(C=C(C=C1)[C@@H](CC(=O)OC(C)(C)C)C1CC1)NC([C@@H]([C@H](C(F)(F)F)C)C1=CC=C(C=C1)Cl)=O